C(C)(C)(C)OC(=O)N[C@@H](CC1CCCCC1)C(=O)O N-(tert-butoxycarbonyl)-3-cyclohexyl-L-alanine